C[Si](OC12C=CC(CC1)(CC2)O[Si](C)(C)C)(C)C (1s,4s)-1,4-bis((trimethylsilyl)oxy)bicyclo[2.2.2]oct-2-ene